ClC1=C(C=CC=C1)C1=N[C@@H](C=2N(C3=C1C=C(C=C3)C#C)C(=NC2)C(=O)O)C (R)-6-(2-Chlorophenyl)-8-ethynyl-4-methyl-4H-benzo[f]imidazo[1,5-a][1,4]diazepine-carboxylic acid